The molecule is a 2-acyl-sn-glycerol 3-phosphate in which the phosphatidyl acyl group is specified as arachidonoyl. It has a role as a mammalian metabolite. It derives from an arachidonic acid. It is a conjugate acid of a 2-arachidonoyl-sn-glycero-3-phosphate(2-). CCCCC/C=C\\C/C=C\\C/C=C\\C/C=C\\CCCC(=O)O[C@H](CO)COP(=O)(O)O